ClC1=CC=C(C(C(=O)NC2=CC=CC=C2OC2=CC3=CC=CC=C3C=C2)=C1)O 5-chloro-6'-beta-naphthyloxy-salicylanilide